6-bromo-N-(2-methoxy-4-((5-methoxy-2-(4-methylpiperazin-1-yl)pyrimidin-4-yl)amino)phenyl)picolinamide Sodium [Na].BrC1=CC=CC(=N1)C(=O)NC1=C(C=C(C=C1)NC1=NC(=NC=C1OC)N1CCN(CC1)C)OC